2-((4-methyl-2-oxabicyclo[2.1.1]hex-1-yl)methoxy)-9-hydroxy-6,7-dihydro-4H-pyrimido[6,1-a]isoquinolin-4-one CC12COC(C1)(C2)COC2=NC(N1C(C3=CC=C(C=C3CC1)O)=C2)=O